C(C)(=O)N[C@@H](C(C)C)C(=O)O acetylvaline